C(CCC)C1(CN2CCC1CC2)NC(=O)NC(C)(C#CC2=CC=C(C=C2)F)C 1-(3-butyl-1-azabicyclo[2.2.2]oct-3-yl)-3-[4-(4-fluorophenyl)-2-methylbut-3-yn-2-yl]urea